O=C1OC[C@H](N1CC(=O)O)C1=CC=CC=C1 (R)-2-(2-oxo-4-phenyloxazolidin-3-yl)acetic acid